di-methyl-2-methacryloxyethyl-hexamethylene dicarbamate C(N)(OC(C(CCCCOC(N)=O)C)(CCOC(C(=C)C)=O)C)=O